S1(C=CC=C1)=O thiophenone